C1(CCC12CCCC2)(O)O Spiro[3.4]octanediol